2-(2-(2-cyanophenyl)-1,1-difluoro-2-(1-methyl-1H-pyrazol-4-yl)ethyl)-5-methoxy-1-methyl-6-oxo-1,6-dihydropyrimidine-4-carboxylic acid ethyl ester C(C)OC(=O)C=1N=C(N(C(C1OC)=O)C)C(C(C=1C=NN(C1)C)C1=C(C=CC=C1)C#N)(F)F